[3-chloro-5-(trifluoromethyl)-2-pyridyl]-trimethyl-stannane ClC=1C(=NC=C(C1)C(F)(F)F)[Sn](C)(C)C